C(C)CCCC(=O)C=1N([C@H]2[C@H](S)[C@H](O)[C@@H](CO)O2)C=2N=C(NC(C2N1)=O)N 8-Ethylbutyrylthioguanosine